N-[4-amino-1-(2-trimethylsilylethoxymethyl)pyrazolo[4,3-c]pyridin-7-yl]-2-oxo-2-[rac-(2S)-4-(2-methylpropanoyl)-2-phenyl-piperazin-1-yl]acetamide NC1=NC=C(C2=C1C=NN2COCC[Si](C)(C)C)NC(C(N2[C@H](CN(CC2)C(C(C)C)=O)C2=CC=CC=C2)=O)=O |r|